7-(2-(3-methylureido)ethoxy)-1H-indazol CNC(NCCOC=1C=CC=C2C=NNC12)=O